3-fluoro-N-((4-methoxyphenyl)(methyl)(oxo)-λ6-sulfaneylidene)-4-(5-(trifluoromethyl)-1,2,4-oxadiazol-3-yl)benzamide FC=1C=C(C(=O)N=S(=O)(C)C2=CC=C(C=C2)OC)C=CC1C1=NOC(=N1)C(F)(F)F